(+)-di-toluoyltartaric acid C=1(C(=CC=CC1)C(=O)C(C(C(=O)O)(O)C(=O)C=1C(=CC=CC1)C)(O)C(=O)O)C